ClC1=C(C=CC=C1)N1C(N=C(C2=C(C=C(C=C12)C1CC1)OC(F)F)NC)=O 1-(2-Chlorophenyl)-7-cyclopropyl-5-(difluoromethoxy)-4-(methylamino)quinazolin-2(1H)-one